1,3,5-tri(6-(3-(pyridine-3-yl)phenyl)pyridine-2-yl)benzene N1=CC(=CC=C1)C=1C=C(C=CC1)C1=CC=CC(=N1)C1=CC(=CC(=C1)C1=NC(=CC=C1)C1=CC(=CC=C1)C=1C=NC=CC1)C1=NC(=CC=C1)C1=CC(=CC=C1)C=1C=NC=CC1